C(C1=CC=CC=C1)OC(C(OCNC(CNC(CNC(OC)=O)=O)=O)C)=O 13-methyl-3,6,9-trioxo-2,12-dioxa-4,7,10-triazatetradecane-14-oic acid benzyl ester